NC1=C(C=2C(=NC=C(C2S1)F)C=1C2=C(C=3C=NC(=NC3C1F)OCC1CC(C1)O)COC2)C#N 2-Amino-7-fluoro-4-[5-fluoro-3-[(3-hydroxycyclobutyl)methoxy]-7,9-dihydrofuro[3,4-f]quinazolin-6-yl]thieno[3,2-c]pyridine-3-carbonitrile